NC=1C=C(C=CC1)N1CC[C@@]2(C1=NC1=CC=C(C=C1C2=O)C)O (3aS)-1-(3-aminophenyl)-3a-hydroxy-6-methyl-2,3-dihydropyrrolo[2,3-b]quinolin-4-one